C(C1=CC=CC=C1)OC(=O)N1[C@H](C[C@H](CC1)O)C1=CC=C(C=C1)C(=O)OC cis-4-hydroxy-2-(4-(methoxycarbonyl)phenyl)piperidine-1-carboxylic acid benzyl ester